1-(2-iodophenyl)-(S)-1-methoxyhexyl-(S)-2-cyclopropylcarbamate IC1=C(C=CC=C1)[C@H]1[C@H](C1)N(C([O-])=O)C(CCCCC)OC